ClC=1C=C(C=CC1F)NC1=NC=NC2=CC(=C(C=C12)OCCCN1C=COC=C1)OCCN1CCN(CC1)C=1C=C2C(N(C(C2=CC1)=O)C1ONOC=C1)=O 5-{4-[2-({4-[(3-chloro-4-fluorophenyl)amino]-6-{[3-(1,4-oxazin-4-yl)propyl]oxy}quinazolin-7-yl}oxy)ethyl]piperazin-1-yl}-2-(2,6-dioxapyridin-3-yl)isoindole-1,3-dione